C(C)(=O)N1CC(N(CC1)CC1=CC=CC=C1)CNC(=O)C1=CC2=C(NC(N2C2=NC=C(C=C2)C(F)(F)F)=O)C=C1 N-((4-Acetyl-1-benzylpiperazin-2-yl)methyl)-2-oxo-3-(5-(trifluoromethyl)pyridin-2-yl)-2,3-dihydro-1H-benzo[d]imidazole-5-carboxamide